2-[(1-Methylpiperidin-4-yl)methyl]-8-(trifluoromethyl)-4,5-dihydro-2H-furo[2,3-g]indazole-7-carboxylic acid ethyl ester C(C)OC(=O)C1=C(C2=C(CCC3=CN(N=C23)CC2CCN(CC2)C)O1)C(F)(F)F